3-bromo-5-(2-chloro-5-fluorobenzoyl)-6-((3,4-dimethylbenzyl)amino)-1H-indazole-4-carbonitrile BrC1=NNC=2C=C(C(=C(C12)C#N)C(C1=C(C=CC(=C1)F)Cl)=O)NCC1=CC(=C(C=C1)C)C